biisoquinolin C1(=NC=CC2=CC=CC=C12)C1=NC=CC2=CC=CC=C12